3-bromo-4,5-difluoro-1H-indole BrC1=CNC2=CC=C(C(=C12)F)F